N1=C(C=CC=2CCCNC12)CCC1CC(C1)N[C@@H](CCO)C(=O)O ((1S,3S)-3-(2-(5,6,7,8-tetrahydro-1,8-naphthyridin-2-yl)ethyl)cyclobutyl)-L-homoserine